7-chloro-1-(benzenesulfonyl)-6-vinyl-1H-indole ClC=1C(=CC=C2C=CN(C12)S(=O)(=O)C1=CC=CC=C1)C=C